2-fluoro-2-(1-(5-(trifluoromethyl)pyrimidin-2-yl)piperidin-4-yl)acetic acid FC(C(=O)O)C1CCN(CC1)C1=NC=C(C=N1)C(F)(F)F